FC1=C(C(=O)N2CCN(CC2)C2=NC=C(C#N)C=C2)C=C(C=C1)C([2H])([2H])C1=NNC(C2=CC=C(C=C12)C#CC)=O 6-(4-(2-Fluoro-5-((4-oxo-7-(prop-1-yn-1-yl)-3,4-dihydrophthalazin-1-yl)methyl-d2)benzoyl)piperazin-1-yl)nicotinonitrile